Molybdenum-vanadium-niobium [Nb].[V].[Mo]